OC[C@@H](CC(C)C)N(C(OC(C)(C)C)=O)C tert-butyl N-[(1R)-1-(hydroxymethyl)-3-methyl-butyl]-N-methyl-carbamate